4-(difluoromethyl)-N-(thiazol-4-yl)pyridine-2-sulfonamide trifluoroacetate FC(C(=O)O)(F)F.FC(C1=CC(=NC=C1)S(=O)(=O)NC=1N=CSC1)F